2-(2-carboxyphenyl)-benzoyl-6-aminopenicillanic acid C(=O)(O)C1=C(C=CC=C1)C1=C(C(=O)CC2(S[C@H]3N([C@H]2C(=O)O)C([C@H]3N)=O)C)C=CC=C1